COC(=O)C1=NN(C2=C1N(C=1C2=NC=C(C1)Br)C(C1CCOCC1)C1=CC=CC=C1)C 6-bromo-1-methyl-4-(phenyl-(tetrahydro-2H-pyran-4-yl)methyl)-1,4-dihydropyrazolo[3',4':4,5]pyrrolo[3,2-b]pyridine-3-carboxylic acid methyl ester